2-ethyl-5,11-dioxo-6,12-bis(n-octyloxycarbonyloxy)naphthonaphthalene 3-(bicyclo[3.1.0]hexan-3-yloxy)-4-((N,N-dimethylsulfamoyl)carbamoyl)benzoate C12CC(CC2C1)OC=1C=C(C(=O)O)C=CC1C(NS(N(C)C)(=O)=O)=O.C(C)C=1C=CC2=C3C(C(C(=C2C1)OC(=O)OCCCCCCCC)=O)=C1C=CC=CC1=C(C3=O)OC(=O)OCCCCCCCC